(6-(4-(trifluoromethyl)phenyl)imidazo[1,2-b]pyridazin-8-yl)methanamine FC(C1=CC=C(C=C1)C=1C=C(C=2N(N1)C=CN2)CN)(F)F